C(#N)C1=CC=2N(C=C1)C=NC2CNC(=O)C=2C=NN(C2)CC=2N=C1N(C=C(C=C1)C1CC1)C2 N-((7-cyanoimidazo[1,5-a]pyridin-1-yl)methyl)-1-((6-cyclopropylimidazo[1,2-a]pyridin-2-yl)methyl)-1H-pyrazole-4-carboxamide